N3-(2-chloro-6-fluorobenzyl)-1-(piperidin-3-yl)-1H-pyrazolo[3,4-d]pyrimidine-3,4-diamine ClC1=C(CNC2=NN(C3=NC=NC(=C32)N)C3CNCCC3)C(=CC=C1)F